OC1=CC=C2[C@@H]([C@@H](COC2=C1)C1=CC=CC=C1)C1=CC=C(C=C1)N1CCC2(CC(CO2)C=O)CC1 8-(4-((3R,4S)-7-hydroxy-3-phenylchroman-4-yl)phenyl)-1-oxa-8-azaspiro[4.5]decane-3-carbaldehyde